C1(CC1)[C@@H](\C=C\S(=O)(=O)C)NC(C1=C(N=C(C(=C1)F)C(C)(F)F)OC1=CC=CC=C1)=O (S,E)-N-(1-cyclopropyl-3-(methylsulfonyl)allyl)-6-(1,1-difluoroethyl)-5-fluoro-2-phenoxynicotinamide